2,2,7-Triethyl-1,2,3,8-tetrahydro-as-indacene C(C)C1(CC2=C3CC(=CC3=CC=C2C1)CC)CC